7-Bromo-2-(ethylsulfonyl)-5-methyl-4H-thieno[3,4-b]pyran-4-one BrC=1SC(=C2C1OC(=CC2=O)S(=O)(=O)CC)C